[3-(trifluoromethylsulfonyl)phenyl-methyl]-2-azaspiro[3.4]octane FC(S(=O)(=O)C=1C=C(C=CC1)CC1NCC12CCCC2)(F)F